C(OC1=CC=C(C=C1)[N+](=O)[O-])(OCC[Si](C)(C)C)=O (4-Nitrophenyl) [2-(trimethylsilyl) ethyl] carbonate